FC(F)(F)C1=NNC=N1 trifluoromethyl-1,2,4-triazole